COC1=CC=C(C=C1)C1=CN=C2N1C=CN=C2NC2=CC(=C(C(=O)OC)C=C2)C methyl 4-((3-(4-methoxyphenyl) imidazo[1,2-a]pyrazin-8-yl) amino)-2-methylbenzoate